5-(Diazomethyl)-3,4-dihydro-2H-pyrrole-2-carboxylic acid isopropyl ester C(C)(C)OC(=O)C1N=C(CC1)C=[N+]=[N-]